[5-Fluoro-2-[2-(phenoxymethyl)imidazo[1,2-a]pyrimidin-6-yl]phenyl]methanol FC=1C=CC(=C(C1)CO)C=1C=NC=2N(C1)C=C(N2)COC2=CC=CC=C2